ClC=1N=NC=CC1N1CC2(CN(C2)C(=O)OC(C)(C)C)CC1 Tert-butyl 6-(3-chloropyridazin-4-yl)-2,6-diazaspiro[3.4]octane-2-carboxylate